C1=COC(CC1)CN1N=C2C3=C(CCC2=C1)OC(=C3C(F)(F)F)C(=O)OCC Ethyl 2-[(oxacyclohexen-4-yl) methyl]-8-(trifluoromethyl)-4,5-dihydro-2H-furo[2,3-g]indazole-7-carboxylate